FC=1C(NC(N(C1)[C@H]1C[C@@H]([C@@H](O1)C(C)C)O)=O)=O 2-((2S,3S,5R)-5-(5-fluoro-2,4-dioxo-3,4-dihydropyrimidin-1(2H)-yl)-3-hydroxytetrahydrofuran-2-yl)propan